tert-butyl (1R,5S)-3-(5,7-dichloro-8-fluoro-2-(((2R,7aS)-2-fluorohexahydro-1H-pyrrolizin-7a-yl)methoxy)pyrido[4,3-d]pyrimidin-4-yl)-3,8-diazabicyclo[3.2.1]octane-8-carboxylate ClC1=NC(=C(C=2N=C(N=C(C21)N2C[C@H]1CC[C@@H](C2)N1C(=O)OC(C)(C)C)OC[C@]12CCCN2C[C@@H](C1)F)F)Cl